BrC=1C=CC2=C(C3=C(CC(N2)=O)C2=CC=CC=C2N3)C1 2-bromo-7,12-dihydro-indolo[3,2-d][1]benzazepin-6(5H)-one